FC1=CC=C(OC2=CC=C(C=N2)S(=O)(=O)N2[C@H]([C@@H]3CC[C@H](C2)N3C(=O)OCCOC)C(=O)O)C=C1 (1S,2R,5R)-3-((6-(4-fluorophenoxy)pyridin-3-yl)sulfonyl)-8-((2-methoxyethoxy)-carbonyl)-3,8-diazabicyclo[3.2.1]octane-2-carboxylic acid